N1(C=NC=C1)C1C(=C(C(CC1)(C)C)/C=C/C(=C/C=C/C(=C\C(=O)NC1=CC=C(C=C1)C#N)/C)/C)C (2Z,4E,6E,8E)-9-(3-(1H-imidazol-1-yl)-2,6,6-trimethylcyclohex-1-en-1-yl)-N-(4-cyanophenyl)-3,7-dimethylnona-2,4,6,8-tetraenamide